sodium (Z)-2-(N-((4-amino-2-methyl-pyrimidin-5-yl)methyl)formamido)-5-hydroxypent-2-ene-3-thiolate NC1=NC(=NC=C1CN(C=O)\C(\C)=C(\CCO)/[S-])C.[Na+]